naphthalene-1-thiol C1(=CC=CC2=CC=CC=C12)S